[6-(5-chloro-2-fluorophenyl)-3-methylpyridazin-4-yl]-7-methoxyquinolin-4-amine ClC=1C=CC(=C(C1)C1=CC(=C(N=N1)C)C1=NC2=CC(=CC=C2C(=C1)N)OC)F